CC1=CC=C(C=C1)S(=O)(=O)NC=1C=C2/C(/C(NC2=CC1)=O)=C/C1=CN=C(N1)C (Z)-4-methyl-N-(3-((2-methyl-1H-imidazol-5-yl)methylene)-2-oxoindolin-5-yl)benzenesulfonamide